ethyl-8-(2-{11-[(dimethylamino)methyl]nonadecyl}cyclopropyl)octanoate C(C)OC(CCCCCCCC1C(C1)CCCCCCCCCCC(CCCCCCCC)CN(C)C)=O